C(C)(C)(C)OC(=O)N1C=CC2=C(C(=CC(=C12)C)C1CC1)Br 4-bromo-5-cyclopropyl-7-methyl-1H-indole-1-carboxylic acid tert-butyl ester